N-hydroxy-4-(3-(4-(((2-phenylcyclopropyl)amino)methyl)-1H-imidazol-1-yl)propyl)benzamide TFA salt OC(=O)C(F)(F)F.ONC(C1=CC=C(C=C1)CCCN1C=NC(=C1)CNC1C(C1)C1=CC=CC=C1)=O